6-(1-methyl-1H-pyrazol-4-yl)-4-(6-(4-(pyridine-2-ylmethyl)piperazin-1-yl)pyridin-3-yl)pyrazolo[1,5-a]pyridine-3-carbonitrile CN1N=CC(=C1)C=1C=C(C=2N(C1)N=CC2C#N)C=2C=NC(=CC2)N2CCN(CC2)CC2=NC=CC=C2